ClCC=1C(=C(C=CC1)O)C 3-(chloromethyl)-2-methylphenol